C(C)N(C(O)=O)C(C(=NNC1=CC(=C(C(=C1)Cl)OC=1C=C2C3(C(NC2=CC1C)=O)CCC3)Cl)C#N)=O.C3(=CC=CC=C3)SCC(CC)CCC 3-(phenylthiomethyl)hexane ethyl-(2-cyano-2-(2-(3,5-dichloro-4-((6'-methyl-2'-oxospiro[cyclobutane-1,3'-indolin]-5'-yl)oxy)phenyl)hydrazineylidene)acetyl)carbamate